O1COC2=C1C=CC(=C2)C=CC(=O)N(C2=CC=CC=C2)CCSC 3-(1,3-benzodioxol-5-yl)-N-(2-methylsulfanylethyl)-N-phenyl-prop-2-enamide